2,3-dihydroxycyclopent-2-ene-1-one OC=1C(CCC1O)=O